2,3-difluoropropylene FC(=C)CF